1,1'-(2,3-dioctyloxy-5-ethyl-1,4-phenylene)-bis(N,N-dimethylmethanamine) C(CCCCCCC)OC1=C(C=C(C(=C1OCCCCCCCC)CN(C)C)CC)CN(C)C